[1,4]diazepine-2-carboxamide hydrochloride Cl.N1C(=CN=CC=C1)C(=O)N